NC=1N=C(SC1C(C1=CC=CC=C1)=O)N(C1=CC(=C(C=C1)OC)Cl)C(C(=O)N)C (N-(4-amino-5-benzoyl-thiazol-2-yl)-3-chloro-4-methoxy-anilino)propanamide